OOC(C=C)=O Acrylic hydroxy ester